C(C)(=O)OCC\C(=C/CC(CCC=C)C(=C)C)\C (Z)-3-methyl-6-(1-methylvinyl)-3,9-decadien-1-ol acetate